N1=CC(=C2N1C=CC=C2)C=O pyrazolo[1,5-a]pyridine-3-carbaldehyde